BrC1=CC=C(CC(C(=O)Cl)C(=O)Cl)C=C1 (4-bromobenzyl)malonyl chloride